L-aspartic acid diisoamyl ester hydrochloride Cl.C(CC(C)C)OC([C@@H](N)CC(=O)OCCC(C)C)=O